(S)-piperidin-3-amine dihydrochloride Cl.Cl.N1C[C@H](CCC1)N